N1(CCC1)C(COC1=CC(N(C(=C1)C)C(C)C1=CC=C(C=C1)C#CC1CC1)=O)=O 4-(2-(azetidin-1-yl)-2-oxoethoxy)-1-(1-(4-(cyclopropylethynyl)phenyl)ethyl)-6-methylpyridin-2(1H)-one